CC1OCC(CO1)(C(=O)O)C(=O)O 2-methyl-1,3-dioxane-5,5-dicarboxylic acid